3-(8-bromo-3-chloroisoquinolin-5-yl)propanal methyl-2-chloro-6,7-dihydro-5H-cyclopenta[b]pyridine-3-carboxylate COC(=O)C=1C=C2C(=NC1Cl)CCC2.BrC=2C=CC(=C1C=C(N=CC21)Cl)CCC=O